C[C@@H]1O[C@@H](CN(C1)CCNC(C1=CN=C(C(=C1)NC1=NN(C2=NC(=NC=C21)NC=2C=NN(C2)C)C)C)=O)C N-(2-(cis-2,6-dimethylmorpholino)ethyl)-6-methyl-5-((1-methyl-6-((1-methyl-1H-pyrazol-4-yl)amino)-1H-pyrazolo[3,4-d]pyrimidin-3-yl)amino)nicotinamide